Penta-methyldisiloxan C[SiH](O[Si](C)(C)C)C